3-((2-(1,3-dimethyl-1H-pyrazol-4-yl)pyrimidin-4-yl)amino)-5-isopropylisoquinoline CN1N=C(C(=C1)C1=NC=CC(=N1)NC=1N=CC2=CC=CC(=C2C1)C(C)C)C